C(#N)C(C1=C(C(=C2C(OC3(C2=C1F)C1=CC=C(C=C1C(C=1C=C(C=CC13)NC(OC(C)(C)C)=O)(C)C)NC(OC(C)(C)C)=O)=O)F)F)(OCOC)C#N di-tert-butyl (6'-(dicyano(methoxymethoxy)methyl)-4',5',7'-trifluoro-10,10-dimethyl-3'-oxo-3'H,10H-spiro[anthracene-9,1'-isobenzofuran]-3,6-diyl)dicarbamate